1-(1-cyclobutylpiperidin-4-yl)-5-(8-methoxy-[1,2,4]triazolo[1,5-a]pyridin-6-yl)-1,3-dihydro-2H-benzo[d]imidazol-2-one C1(CCC1)N1CCC(CC1)N1C(NC2=C1C=CC(=C2)C=2C=C(C=1N(C2)N=CN1)OC)=O